FC1=CC2=C(CN(CC=C2)C2=CC(=C(C(=C2)C)NC(CC(C)(C)C)=O)C)C=C1F N-(4-(7,8-difluoro-1,3-dihydro-2H-benzo[c]azepin-2-yl)-2,6-dimethylphenyl)-3,3-dimethylbutanamide